BrC(CO)C 2-bromopropanol